FC(C1=NN=C(O1)C=1C=CC(=NC1)CN(C(=O)C1(CCN(CC1)C1COC1)F)C1=CC=CC=C1)F N-((5-(5-(difluoromethyl)-1,3,4-oxadiazol-2-yl)pyridin-2-yl)methyl)-4-fluoro-1-(oxetan-3-yl)-N-phenylpiperidine-4-carboxamide